ClC1=CC=C(C=C1)C1CC(C1)N1C(OC(=N1)CN1C=NC=2N=CN(C2C1=O)C)=O 3-[3-(4-chlorophenyl)cyclobutyl]-5-[(7-methyl-6-oxo-purin-1-yl)methyl]-1,3,4-oxadiazol-2-one